NC1=C(C(=CC=C1)N)N 1,2,3-triamino-benzene